2-chloro-N-((3-fluorophenyl)carbamoyl)acetamide ClCC(=O)NC(NC1=CC(=CC=C1)F)=O